[Br-].[Br-].[Br-].[Br-].N1=CC=CC2=CC=CN=C12 naphthyridine tetrabromide